C(C1=CC=CC=C1)OC=1C=C2CCN(C(C2=CC1OC)CCC1=CNC2=CC=C(C=C12)Cl)CC1CCOCC1 6-(benzyloxy)-1-(2-(5-chloro-1H-indol-3-yl)ethyl)-7-methoxy-2-((tetrahydro-2H-pyran-4-yl)methyl)-1,2,3,4-tetrahydroisoquinoline